BrC1=CC=C(C=N1)C(CCC(=O)O)C(F)(F)F 4-(6-bromopyridin-3-yl)-5,5,5-trifluoropentanoic acid